[Cl-].S1CC(C1)[NH3+] thietane-3-yl-ammonium chloride